CC1=CC=C(OC(=O)C2C3C4C5C=CC(C4C(C2)C3)C5)C=C1 8-(4-methylphenoxycarbonyl)-tetracyclo[4.4.0.12,5.17,10]-3-dodecene